(1-(2,4-bis(trifluoromethyl)benzyl)-1H-pyrazol-4-yl)-5-(6-methylpyridin-2-yl)isoxazole-3-carboxamide FC(C1=C(CN2N=CC(=C2)C=2C(=NOC2C2=NC(=CC=C2)C)C(=O)N)C=CC(=C1)C(F)(F)F)(F)F